COC(C[C@@]1(CN(C2=CC=CC=C12)C1=NC(=NC=C1Cl)Cl)C)=O (S)-2-[1-(2,5-dichloropyrimidin-4-yl)-3-methyl-indolin-3-yl]Acetic acid methyl ester